C1(CC1)C([C@@H](C(NC1=CC=C(C=C1)C1=C(N=CN1)C1CC1)=O)NC(=O)C=1N(N=CC1)C(C)C)C1CC1 N-[(1S)-2,2-dicyclopropyl-1-[[4-(4-cyclopropyl-1H-imidazol-5-yl)phenyl]carbamoyl]ethyl]-2-isopropyl-pyrazole-3-carboxamide